C(#N)C=1C=NN2C1C(=NC(=C2)OCC)C=2C=CC(=NC2)N2CCN(CC2)C(=O)NCC(C)C 4-(5-(3-Cyano-6-ethoxypyrazolo[1,5-a]pyrazin-4-yl)pyridin-2-yl)-N-isobutylpiperazine-1-carboxamide